racemic-3-((3-butyl-3-ethyl-7-(methylthio)-1,1-dioxido-5-phenyl-2,3,4,5-tetrahydro-1,5-benzothiazepin-8-yl)oxy)propanoic acid C(CCC)[C@]1(CS(C2=C(N(C1)C1=CC=CC=C1)C=C(C(=C2)OCCC(=O)O)SC)(=O)=O)CC |r|